Tert-Butyl (1-(4-carbamoyl-6-chloro-5-(6-fluoro-1-(2-hydroxyl-2-methylpropyl)-1H-indazol-5-yl)pyrid-2-yl)piperid-4-yl)carbamate C(N)(=O)C1=CC(=NC(=C1C=1C=C2C=NN(C2=CC1F)CC(C)(C)O)Cl)N1CCC(CC1)NC(OC(C)(C)C)=O